N-ethyl-2-[(2S,4R)-4-hydroxy-1-[2-(3-methoxy-1,2-oxazol-5-yl)-3-methylbutanoyl]pyrrolidin-2-yl]-N-[[4-(4-methyl-1,3-thiazol-5-yl)phenyl]methyl]-1H-imidazole-4-carboxamide C(C)N(C(=O)C=1N=C(NC1)[C@H]1N(C[C@@H](C1)O)C(C(C(C)C)C1=CC(=NO1)OC)=O)CC1=CC=C(C=C1)C1=C(N=CS1)C